CN1N=C2C(=CC(=CC2=C1)C1=C(C2=C(C=N1)N=C(S2)N(C2CC(NC(C2)(C)C)(C)C)C)F)C 6-(2,7-Dimethyl-2H-indazol-5-yl)-7-fluoro-N-methyl-N-(2,2,6,6-tetramethylpiperidin-4-yl)[1,3]thiazolo[4,5-c]pyridin-2-amin